CC=1C=C(C=CC1C)CCC=O 3,4-DIMETHYL-BENZENEPROPANAL